α,β,β-trifluoroacrylate FC(C(=O)[O-])=C(F)F